hexahydro-1,3,5-tri-(hydroxyethyl)-s-triazine OCCN1CN(CN(C1)CCO)CCO